C(C1=CC=CC=C1)OC(=O)NC1(CCC2(OCCO2)CC1)C(=O)O 8-(((benzyloxy)carbonyl)amino)-1,4-dioxaspiro[4.5]decane-8-carboxylic acid